N-(3-(3-(2,6-dioxo-piperidin-3-yl)benzo-furan-5-yl)prop-2-yn-1-yl)-5-(8-(7-isopropyl-1,3-dimethyl-2-oxo-2,3-dihydro-1H-benzo[d]imidazol-5-yl)isoquinolin-3-yl)picolinamide O=C1NC(CCC1C1=COC2=C1C=C(C=C2)C#CCNC(C2=NC=C(C=C2)C=2N=CC1=C(C=CC=C1C2)C2=CC1=C(N(C(N1C)=O)C)C(=C2)C(C)C)=O)=O